ClC1=NC=C(C=C1)CN1/C(/NCC1)=C(\C=C\C1=CC=C(C=C1)F)/[N+](=O)[O-] 2-chloro-5-(((E)-2-((E)-3-(4-fluorophenyl)-1-nitroallylidene)imidazolidin-1-yl)methyl)pyridine